N-(4-(2-(Benzo[d]oxazol-6-yl)propyl)-6-(((R)-1-hydroxy-4-methylpentan-2-yl)amino)-1,3,5-triazin-2-yl)methanesulfonamide O1C=NC2=C1C=C(C=C2)C(CC2=NC(=NC(=N2)N[C@@H](CO)CC(C)C)NS(=O)(=O)C)C